(R)-N4-(1-(3-amino-5-(trifluoromethyl)phenyl)ethyl)-N2-methyl-6-morpholinoquinazoline-2,4-diamine NC=1C=C(C=C(C1)C(F)(F)F)[C@@H](C)NC1=NC(=NC2=CC=C(C=C12)N1CCOCC1)NC